5-chloro-2-[(oxan-4-yloxy)methyl]-7,8-dihydro-6H-spiro[[1,3]oxazolo[5,4-f]quinazoline-9,1'-cyclohexan]-7-one ClC=1C=C2C(=C3C1NC(NC31CCCCC1)=O)OC(=N2)COC2CCOCC2